6-[2-methyl-6-(trifluoromethyl)pyrimidin-4-yl]-2-[1-(oxetan-3-yl)-1H-pyrazolo[3,4-d]pyrimidin-6-yl]-2,6-diazaspiro[3.4]octane CC1=NC(=CC(=N1)N1CC2(CN(C2)C2=NC=C3C(=N2)N(N=C3)C3COC3)CC1)C(F)(F)F